[N+](=O)([O-])C1=CC=C(C=C1)C=1NC(N(N1)C1=CC=C(C=C1)OC(F)(F)F)=O 5-(4-nitrophenyl)-2-[4-(trifluoromethoxy)phenyl]-4H-1,2,4-triazol-3-one